CN(C1CC(NC(C1)(C)C)(C)C)C 4-(dimethylamino)-2,2,6,6-tetramethylpiperidine